C(C)(C)(C)OC(=O)N1C(CNCC1Cl)(CC#N)C1=NC(=NC2=C(C(=CC=C12)Br)F)OC[C@H]1N(CCC1)C 7-bromo-6-chloro-8-fluoro-2-((((S)-1-methylpyrrolidin-2-yl)methoxy)quinazolin-4-yl)-2-cyanomethylpiperazine-1-carboxylic acid tert-butyl ester